1-(6-(dimethylamino)pyridin-3-yl)-3-(6-(4-isopropyl-4H-1,2,4-triazol-3-yl)pyridin-2-yl)imidazolidin-2-one CN(C1=CC=C(C=N1)N1C(N(CC1)C1=NC(=CC=C1)C1=NN=CN1C(C)C)=O)C